4-[[(2S,3R,4S,5R)-3-[2-(cyclobutoxy)-3,4-difluoro-phenyl]-4,5-dimethyl-5-(trifluoromethyl)tetrahydrofuran-2-carbonyl]amino]pyridine-2-carboxamide C1(CCC1)OC1=C(C=CC(=C1F)F)[C@@H]1[C@H](O[C@]([C@H]1C)(C(F)(F)F)C)C(=O)NC1=CC(=NC=C1)C(=O)N